BrC=1C=C2C(=NC1OC)N=CN2COCC[Si](C)(C)C 6-bromo-5-methoxy-1-[[2-(trimethylsilyl)ethoxy]methyl]imidazo[4,5-b]pyridine